OCC(CO)(CO)NCC(=O)O N-(2-hydroxy-1,1-Bis(hydroxymethyl)ethyl)glycine